C(C)(C)(C)OC(=O)N1CCC(CC1)(C=1C=NC(=CC1)Cl)N 4-amino-4-(6-chloropyridin-3-yl)piperidine-1-carboxylic acid tert-butyl ester